ethyl 3-cyano-2,5-dimethyl-pyrazolo[1,5-a]pyrimidine-7-carboxylate C(#N)C=1C(=NN2C1N=C(C=C2C(=O)OCC)C)C